6-{1-[(1H-1,3-Benzimidazol-2-yl)methyl]-1H-pyrazol-4-yl}-5-(p-chlorophenyl)-4-pyrimidinylamine N1C(=NC2=C1C=CC=C2)CN2N=CC(=C2)C2=C(C(=NC=N2)N)C2=CC=C(C=C2)Cl